N(=[N+]=[N-])CCOCCOC=1C=C(CCOCCC(=O)O)C=CC1 3-(3-(2-(2-azidoethoxy)ethoxy)phenethyloxy)propionic acid